BrC1=C(C=C2C=C(N=CC2=C1Cl)NC(=O)[C@H]1[C@@H](C1)C#N)C=1C=NC=CC1C |r| (±)-trans-N-[7-bromo-8-chloro-6-(4-methyl-3-pyridyl)-3-isoquinolinyl]-2-cyano-cyclopropanecarboxamide